3-(4-(5-(pyridin-4-yl)-4H-1,2,4-triazol-3-yl)piperidin-4-ylamino)benzamide hydrochloride Cl.N1=CC=C(C=C1)C=1NC(=NN1)C1(CCNCC1)NC=1C=C(C(=O)N)C=CC1